3-(2-(1-methylpiperidin-4-yl)ethyl)urea CN1CCC(CC1)CCNC(N)=O